5-hydroxy-2-(2-((3-hydroxypropyl)amino)phenyl)-N-(isoxazol-4-yl)-1-methyl-6-oxo-1,6-dihydropyrimidine-4-carboxamide OC1=C(N=C(N(C1=O)C)C1=C(C=CC=C1)NCCCO)C(=O)NC=1C=NOC1